CC1C23C(C(C1)(C)C(C)=O)CC(CC2)C3 (+-)-1-(2,4-dimethyltricyclo[5.2.1.01,5]dec-4-yl)ethanone